4-(2-fluoro-6-methoxyphenyl)-2-(4-methyl-6-(piperidin-4-ylamino)pyridin-2-yl)-2,3-dihydro-1H-pyrrolo[3,4-c]pyridin-1-one FC1=C(C(=CC=C1)OC)C1=NC=CC2=C1CN(C2=O)C2=NC(=CC(=C2)C)NC2CCNCC2